C1(CC1)OC=1C(=CC2=CN(N=C2C1)C1CCC(CC1)O)C(=O)OC methyl 6-cyclopropoxy-2-((1r,4r)-4-hydroxycyclohexyl)-2H-indazole-5-carboxylate